NC1=C2C(=NC=N1)N(N=C2C2=CC=C(C=C2)OC2=CC=CC=C2)[C@H]2CN(CCC2)C(COCCOCCSC=2C1=CN(C=C1C=CC2)C2C(NC(CC2)=O)=O)=O 4-((2-(2-(2-((R)-3-(4-amino-3-(4-phenoxyphenyl)-1H-pyrazolo[3,4-d]pyrimidine-1-yl)piperidin-1-yl)-2-oxoethoxy)ethoxy)ethyl)thio)-2-(2,6-dioxopiperidin-3-yl)isoindol